(Z)-2-(5-fluoro-2-methyl-1-(3-trifluoromethylbenzyl)-1H-inden-3-yl)acetic acid FC=1C=C2C(=C(C(C2=CC1)CC1=CC(=CC=C1)C(F)(F)F)C)CC(=O)O